(3,4-dimethylisothiazol-5-yl)carbamate CC1=NSC(=C1C)NC([O-])=O